1-(1H-Benzo[d]imidazol-5-yl)-5-(3-chloro-4-morpholinophenyl)imidazolidin-2-on N1C=NC2=C1C=CC(=C2)N2C(NCC2C2=CC(=C(C=C2)N2CCOCC2)Cl)=O